di-n-butyl (2-n-butylpentylidene)malonate C(CCC)C(C=C(C(=O)OCCCC)C(=O)OCCCC)CCC